ClC1=CC=C(C(=N1)C(=O)NS(=O)(=O)C)N[C@H](C)C=1C=C(C=C2C(N(C(=NC12)N1CCC(CC1)C1=NN(C=C1)C([2H])([2H])[2H])C)=O)C (R)-6-chloro-3-((1-(3,6-dimethyl-2-(4-(1-(methyl-d3)-1H-pyrazol-3-yl)piperidin-1-yl)-4-oxo-3,4-dihydroquinazolin-8-yl)ethyl)amino)-N-(methylsulfonyl)picolinamide